N-(2-(3,3-Difluorocyclopentyl)ethyl)-4-(4-methylpiperazin-1-yl)-1H-benzo[d]imidazole-1-carboxamide FC1(CC(CC1)CCNC(=O)N1C=NC2=C1C=CC=C2N2CCN(CC2)C)F